C1(=CC(=CC=C1)C1=CC=CC=2C3=CC=CC=C3NC12)C1=CC(=CC=C1)C1=CC=CC=2C3=CC=CC=C3NC12 (biphenyl-3,3'-diyl)bis(9H-carbazole)